3-bromo-3-methyl-2-(2-nitrophenylthio)-3H-indole BrC1(C(=NC2=CC=CC=C12)SC1=C(C=CC=C1)[N+](=O)[O-])C